CC1=C(C=2C=CN=CC2C=C1)C=O 6-methylisoquinoline-5-carbaldehyde